C(C)(=O)NC1C(OC(C(C1OC(C)=O)OC(C)=O)COC(C)=O)OCCCCC(=O)ON1C(CCC1=O)=O (2,5-dioxopyrrolidin-1-yl) 5-[3-acetamido-4,5-diacetoxy-6-(acetoxymethyl)tetrahydropyran-2-yl]oxypentanoate